α-L-galactofuranose O[C@H]1[C@@H](O)[C@H](O)[C@H](O1)[C@@H](O)CO